(tert-butyloxycarbonyl) amino-2,2-dimethylpropionate NCC(C(=O)OC(=O)OC(C)(C)C)(C)C